5-(imidazo[1,2-a]pyrimidin-6-yl)-N-(3,3,3-trifluoropropyl)-7H-pyrrolo[2,3-d]pyrimidin-2-amine N=1C=CN2C1N=CC(=C2)C2=CNC=1N=C(N=CC12)NCCC(F)(F)F